1-(2,2-diethoxyethyl)cyclopropane-1-ol C(C)OC(CC1(CC1)O)OCC